C1(=CC=C(C=C1)C1=CC=CC=C1CN=[N+]=[N-])C1=CC=C(C=C1)C1=CC=CC=C1CN=[N+]=[N-] 4,4'-biphenyldibenzylazide